C(C)N1[C@H]2CN([C@@H](C1)C2)CC2=CC=C1C(=N2)SC(=C1)C(=O)N 6-(((1R,4R)-5-ethyl-2,5-diazabicyclo[2.2.1]hept-2-yl)methyl)thieno[2,3-b]pyridine-2-carboxamide